FC1=C(CN2[C@@H](CCC2=O)CC(=O)N([C@@H](C(C)C)C(=O)O)CC)C=CC=C1F N-(2-((S)-1-(2,3-Difluorobenzyl)-5-oxopyrrolidin-2-yl)acetyl)-N-ethyl-L-valine